BrC1=C(N)C(=CC=C1)[C@H](C)C1CC1 (R)-2-Bromo-6-(1-cyclopropylethyl)aniline